CN1C(=N\C(\C1=O)=C/C=1C=C2C=NN(C2=CC1)C)NC1=CC=C(C=C1)N1CCN(CC1)C (5Z)-3-Methyl-5-[(1-methylindazol-5-yl)methylene]-2-[4-(4-methylpiperazin-1-yl)anilino]imidazol-4-one